C(C(C)C)[Si](C[Si](OC)(OC)OC)(OC)OC isobutyl-1,1,3,3,3-penta-methoxy-1,3-disilapropane